(Racemic)-4-(2-methoxyphenyl)-6-methyl-N-(5-(4-oxoazetidine-2-carbonyl)-5,6-dihydro-4H-pyrrolo[3,4-d]thiazol-2-yl)nicotinamide COC1=C(C=CC=C1)C1=CC(=NC=C1C(=O)NC=1SC2=C(N1)CN(C2)C(=O)[C@@H]2NC(C2)=O)C |r|